BrC1=CC(=C(C(=O)OC)C=C1OC)C methyl 4-bromo-5-methoxy-2-methyl-benzoate